N-(4-(2-propylhydrazine-1-carbonyl)benzyl)-2-naphthylamide C(CC)NNC(=O)C1=CC=C(C[N-]C2=CC3=CC=CC=C3C=C2)C=C1